methyl 2-((5-(2-(4-chloro-2-fluorophenyl)-2-methylbenzo[d][1,3]dioxol-4-yl) pyrimidin-2-yl) methyl)-1-(((S)-oxetan-2-yl) methyl)-1H-benzo[d]imidazole-6-carboxylate ClC1=CC(=C(C=C1)C1(OC2=C(O1)C=CC=C2C=2C=NC(=NC2)CC2=NC1=C(N2C[C@H]2OCC2)C=C(C=C1)C(=O)OC)C)F